(2S,4R)-4-((1H-1,2,3-triazol-1-yl)methyl)-4-fluoro-1-((phenoxathiine-3-carbonyl)glycyl)pyrrolidine-2-carboxylic acid N1(N=NC=C1)C[C@]1(C[C@H](N(C1)C(CNC(=O)C=1C=CC=2SC3=CC=CC=C3OC2C1)=O)C(=O)O)F